FC(S(=O)(=O)N(S(=O)(=O)C(F)(F)F)C1=CC=CC=C1)(F)F 1,1,1-Trifluoro-N-phenyl-N-((trifluoromethyl)sulfonyl)methanesulfonamide